NC=1SC(=C(N1)C)C1C(C2=CC=CC=C2C1C(F)(F)F)=O (2-amino-4-methylthiazol-5-yl)-3-trifluoromethyl-1-indanone